C(C)OC(C[SiH2]C=C)OCC diethoxyethyl-vinyl-silane